CS(=O)(=O)OC=1OC(=CC1)COCCCCCCCCCCCCCC (5-((tetradecyloxy) methyl) furan-2-yl) methanesulfonate